CN1CCN2C(C1)C3=CC=CC=C3CC4=CC=CC=C42 The molecule is a dibenzoazepine (specifically 1,2,3,4,10,14b-hexahydrodibenzo[c,f]pyrazino[1,2-a]azepine) methyl-substituted on N-2. Closely related to (and now mostly superseded by) the tetracyclic antidepressant mirtazapinean, it is an atypical antidepressant used in the treatment of depression throughout Europe and elsewhere. It has a role as an antidepressant, a histamine agonist, a sedative, an alpha-adrenergic antagonist, an adrenergic uptake inhibitor, a serotonergic antagonist, a H1-receptor antagonist and an EC 3.4.21.26 (prolyl oligopeptidase) inhibitor.